5-(4,6-bis((S)-3-methylmorpholino)-1,3,5-triazin-2-yl)-4-(difluoromethyl)pyrimidin-2-amine C[C@H]1COCCN1C1=NC(=NC(=N1)N1[C@H](COCC1)C)C=1C(=NC(=NC1)N)C(F)F